24-[(2-fluorophenyl)(hydroxy)methyl]-3β-hydroxy-5α-Cholan-4-one FC1=C(C=CC=C1)C(CCC[C@@H](C)[C@H]1CC[C@H]2[C@@H]3CC[C@H]4C([C@H](CC[C@]4(C)[C@H]3CC[C@]12C)O)=O)O